C(OCCC[Si](CC[Si](C)(C)C)(C)C)(OC)=O [3-[dimethyl [2-(trimethylsilyl) ethyl] silyl] propyl] methyl carbonate